1,1'-[[2-[(2-hydroxypropyl)amino]ethyl]imino]bis-2-propanol OC(CNCCN(CC(C)O)CC(C)O)C